5-(2,8-dimethyl-[1,2,4]triazolo[1,5-b]pyridazin-6-yl)-2-{3-[(3S)-3-(propan-2-yl)piperazin-1-yl]-1,2,4-triazin-6-yl}phenol dihydrochloride Cl.Cl.CC1=NN2N=C(C=C(C2=N1)C)C=1C=CC(=C(C1)O)C1=CN=C(N=N1)N1C[C@@H](NCC1)C(C)C